1-(1H-Benzo[d]imidazol-5-yl)-5-(4-propoxyphenyl)pyrrolidin-2-on N1C=NC2=C1C=CC(=C2)N2C(CCC2C2=CC=C(C=C2)OCCC)=O